methyl-2-pentanol ethyl-(E)-3-(isoxazol-3-yl)acrylate C(C)/C(/C(=O)OC(CC)CCC)=C\C1=NOC=C1